C(C)(C)(C)OC(=O)N1[C@H](CN[C@@H](C1)C)C1=CC=C(C=C1)F.FC1=CC=C(C=C1)[C@@H]1N(C[C@H](N(C1)C(=O)C1(CC1)C)C)C(=O)OC(C)(C)C (2S,5R)-tert-butyl 2-(4-fluorophenyl)-5-methyl-4-(1-methylcyclopropanecarbonyl)piperazine-1-carboxylate (2S,5R)-tert-butyl-2-(4-fluorophenyl)-5-methylpiperazine-1-carboxylate